6-{(3S,4S)-1-[(6-methoxypyridin-3-yl)methyl]-4-methylpyrrolidin-3-yl}-1-(tetrahydro-2H-pyran-4-yl)-1,5-dihydro-4H-pyrazolo[3,4-d]pyrimidin-4-one COC1=CC=C(C=N1)CN1C[C@H]([C@@H](C1)C)C=1NC(C2=C(N1)N(N=C2)C2CCOCC2)=O